C(=C)[C@@H]1C[C@H](C=2C(=CC=C(C12)C)O)CC1=CC(=C(C=C1)OC)O (1S,3S)-1-ethenyl-3-[(3-hydroxy-4-methoxyphenyl)methyl]-7-methyl-2,3-dihydro-1H-inden-4-ol